NC1=NNC=2C1=NC(=CC2CN2CC(CC2)O)C=2C=C1CN(C(C1=CC2)=O)C2C(NC(CC2)=O)=O 3-(5-(3-amino-7-((3-hydroxypyrrolidin-1-yl)methyl)-1H-pyrazolo[4,3-b]pyridin-5-yl)-1-oxoisoindolin-2-yl)piperidine-2,6-dione